Ethyl 1-(iodomethyl)-2-oxabicyclo[2.2.2]octane-4-carboxylate ICC12OCC(CC1)(CC2)C(=O)OCC